tert-butyl N-(4-amino-5-benzoyl-thiazol-2-yl)-N-(1-methylpyrazol-4-yl)carbamate NC=1N=C(SC1C(C1=CC=CC=C1)=O)N(C(OC(C)(C)C)=O)C=1C=NN(C1)C